N-((2R,3S)-1-(((2R)-5-oxotetrahydrofuran-2-yl)carbonyl)-2-(((cis-4-phenylcyclohexyl)oxy)methyl)-piperidin-3-yl)methanesulfonamide O=C1CC[C@@H](O1)C(=O)N1[C@H]([C@H](CCC1)NS(=O)(=O)C)CO[C@@H]1CC[C@@H](CC1)C1=CC=CC=C1